4-[2-(2,2-Difluoro-benzo[1,3]dioxole-4-sulfonylamino)-phenylethynyl]-benzoic acid FC1(OC2=C(O1)C=CC=C2S(=O)(=O)NC2=C(C=CC=C2)C#CC2=CC=C(C(=O)O)C=C2)F